ClC1=C2C=C(NC2=CC=C1)CN1CCN(CC1)C1=CC=NC=C1 4-chloro-2-[[4-(4-pyridinyl)piperazin-1-yl]methyl]-1H-indole